1-[4-[7-(3-amino-5-chloro-1-isoquinolinyl)-6-chloro-quinazolin-4-yl]piperazin-1-yl]prop-2-en-1-one NC=1N=C(C2=CC=CC(=C2C1)Cl)C1=C(C=C2C(=NC=NC2=C1)N1CCN(CC1)C(C=C)=O)Cl